3-(9-((4-(aminomethyl)-2-methylphenyl)carbamoyl)-4,5-dihydrobenzo[b]thieno[3,4-d]oxepin-8-yl)-6-(propylcarbamoyl)picolinic acid NCC1=CC(=C(C=C1)NC(=O)C1=CC2=C(OCCC=3C2=CSC3)C=C1C=1C(=NC(=CC1)C(NCCC)=O)C(=O)O)C